C=CC(=NO)C1=CC=CC=C1 methylene-phenyl-ethanone oxime